[Al].N(=O)N(O)C1=CC=CC=C1.N(=O)N(O)C1=CC=CC=C1.N(=O)N(O)C1=CC=CC=C1 tris(nitrosophenyl-hydroxylamine) aluminum